CN(CCNC(CCC=1C(OC2=C(C(=CC(=C2C1C)OCCOC)O)C=O)=O)=O)C N-(2-(dimethylamino)ethyl)-3-(8-formyl-7-hydroxy-5-(2-methoxyethoxy)-4-methyl-2-oxo-2H-chromen-3-yl)propionamide